(2,2-diethoxyethyl) (2-methoxy-4-methylphenyl) sulfide COC1=C(C=CC(=C1)C)SCC(OCC)OCC